(2-tert-butoxy-2-oxoethyl)-2-oxopiperidine-4-carboxylic acid C(C)(C)(C)OC(CN1C(CC(CC1)C(=O)O)=O)=O